C(C1=CC=CC=C1)OCCOCCOCCOC1=NC=CC(=C1N)C [2-[2-(2-benzyloxyethoxy)ethoxy]ethoxy]-4-methyl-pyridin-3-amine